BrC=1C(OC(C1Br)=O)=O 3,4-dibromo-2,5-furandione